N1C=NC2=C1C=CC(=C2)CN2CCC1=CC=C(C=C21)C(=O)NC2=CC(=CC(=C2)C(F)(F)F)N2C=NC(=C2)C 1-((1H-benzo[d]imidazol-5-yl)methyl)-N-(3-(4-methyl-1H-imidazol-1-yl)-5-(trifluoromethyl)phenyl)indoline-6-carboxamide